C1(CC1)C=1C(=C2C(C(N(C2=CC1)CC(=O)NCCCC(=O)OC)=O)(C)C)F methyl 4-(2-(5-cyclopropyl-4-fluoro-3,3-dimethyl-2-oxoindolin-1-yl)acetamido)butanoate